dopamine-Tris-HCl salt Cl.Cl.Cl.NCCC1=CC(O)=C(O)C=C1